CCCCC[C@@H](/C=C/C=C\\C/C=C\\C/C=C\\C/C=C\\CCC(=O)[O-])OO The molecule is a docosanoid anion that is the conjugate base of (4Z,7Z,10Z,13Z,15E,17S)-17-hydroperoxydocosapentaenoic acid, obtained by deprotonation of the carboxy group; major species at pH 7.3. It is a docosanoid anion, a hydroperoxy fatty acid anion and a long-chain fatty acid anion. It derives from a (4Z,7Z,10Z,13Z,16Z)-docosapentaenoate. It is a conjugate base of a (4Z,7Z,10Z,13Z,15E,17S)-17-hydroperoxydocosapentaenoic acid.